dimethyl 5'-(2,4-dimethoxy-5-(methoxycarbonyl)phenyl)-4,4'',6,6''-tetramethoxy-2',4',6'-trimethyl-[1,1':3',1''-terphenyl]-3,3''-dicarboxylate COC1=C(C=C(C(=C1)OC)C(=O)OC)C=1C(=C(C(=C(C1C)C1=CC(=C(C=C1OC)OC)C(=O)OC)C)C1=CC(=C(C=C1OC)OC)C(=O)OC)C